N-(2-((2-(dimethylamino)ethyl)(methyl)amino)-5-((4-(3-isopropyl-2-methyl-2H-indazole-5-yl)pyrimidin-2-yl)amino)-4-methoxyphenyl)acrylamide CN(CCN(C1=C(C=C(C(=C1)OC)NC1=NC=CC(=N1)C1=CC2=C(N(N=C2C=C1)C)C(C)C)NC(C=C)=O)C)C